5,7-difluoro-2-(4-fluorophenyl)-3-(1-(5-methyl-1-((2-(trimethylsilyl)ethoxy)methyl)-1H-imidazol-4-yl)vinyl)-1H-indole FC=1C=C2C(=C(NC2=C(C1)F)C1=CC=C(C=C1)F)C(=C)C=1N=CN(C1C)COCC[Si](C)(C)C